C(C)SC=1C(=NC(=CC1)N1N=CN=C1)C=1C=NC=2N(C1)N=C(C2)C(F)(F)F 6-(3-(ethylsulfanyl)-6-(1H-1,2,4-triazol-1-yl)pyridin-2-yl)-2-(trifluoromethyl)pyrazolo[1,5-a]pyrimidine